N,N-diphenylethyl-4-(1,3-dithian-2-yl)aniline C1(=CC=CC=C1)N(C1=C(C=C(C=C1)C1SCCCS1)CC)C1=CC=CC=C1